CC1=NN=C(N1N)S 3-methyl-4-amino-5-mercapto-1,2,4-triazole